O1CC(C1)N1N=C2N(C3=C(C=C2)NCC3)C1=O 2-(oxetan-3-yl)-2,6,7,8-tetrahydro-1H-pyrrolo[2,3-e][1,2,4]triazolo[4,3-a]pyridin-1-one